COC1=CC=C2C(=NC=NC2=C1)C=1C(=NN(C1)C1COC1)C1=CC=CC=C1 7-methoxy-4-(1-(oxetan-3-yl)-3-phenyl-1H-pyrazol-4-yl)quinazolin